5-[(4R,10bS)-4-methyl-8-(5-oxa-2,8-diazaspiro[3.5]non-2-yl)-3,4,6,10b-tetrahydro-1H-pyrazino[2,1-a]isoindol-2-yl]quinoline-8-carbonitrile C[C@@H]1CN(C[C@H]2N1CC1=CC(=CC=C21)N2CC1(C2)OCCNC1)C1=C2C=CC=NC2=C(C=C1)C#N